2,5-diaminoAminonaphthalene NNC1=CC2=CC=CC(=C2C=C1)NN